2-(2-formyl-5-methoxyphenoxy)acetic acid C(=O)C1=C(OCC(=O)O)C=C(C=C1)OC